4-((2s,3s,4r)-5-chloro-6-fluoro-3-methyl-2-((methylamino)methyl)-2-phenyl-2,3-dihydrobenzofuran-4-yl)-5-fluoro-6-(2-hydroxyethoxy)-N-methylnicotinamide ClC=1C(=CC2=C([C@@H]([C@](O2)(C2=CC=CC=C2)CNC)C)C1C1=C(C(=NC=C1C(=O)NC)OCCO)F)F